O1C(=CC=C1)CNC1=C2CN(CC2=CC=C1)C(C(=O)O)CCC(=O)O 2-{4-[(furan-2-yl-methyl)-amino]-1,3-dihydro-isoindol-2-yl}-glutaric acid